2-(9H-fluoren-9-ylmethoxycarbonylamino)-6-(tritylamino)hexanoic acid C1=CC=CC=2C3=CC=CC=C3C(C12)COC(=O)NC(C(=O)O)CCCCNC(C1=CC=CC=C1)(C1=CC=CC=C1)C1=CC=CC=C1